COC(=O)C1=NN(C(C=C1NN)=O)C1=C(C=CC=C1C)OC 4-hydrazino-1-(2-methoxy-6-methylphenyl)-6-oxo-1,6-dihydropyridazine-3-carboxylic acid methyl ester